3-((2-(trimethylsilyl)ethoxy)methyl)quinazolin-4(3H)-one C[Si](CCOCN1C=NC2=CC=CC=C2C1=O)(C)C